O[C@H](CNC(=O)C=1C=NN2C1N=C(C=C2)N2[C@H](CCC2)C2=C(C=CC(=C2)F)OC)CO N-((R)-2,3-dihydroxypropyl)-5-((R)-2-(5-fluoro-2-methoxyphenyl)pyrrolidin-1-yl)pyrazolo[1,5-a]pyrimidine-3-carboxamide